CC=1C(=C(C(=CC1C(F)(F)F)Cl)Br)Cl methyl-4-trifluoromethyl-2,6-dichloro-1-bromobenzene